C(C)OCC1=CC=C(C=C1)CC(=O)Cl 2-(4-(ethoxymethyl)phenyl)acetyl chloride